methyl 3-nitro-4-(piperidin-2-yl)benzoate [N+](=O)([O-])C=1C=C(C(=O)OC)C=CC1C1NCCCC1